6-(3-(5-amino-1,3,4-thiadiazol-2-yl)pyrrolidin-1-yl)pyridazin NC1=NN=C(S1)C1CN(CC1)C1=CC=CN=N1